NC1=C(C=C2C(=N1)C(C=1C(=CC=CC1O2)Cl)=O)OC=2C=NC(=CC2)N2CCC(CC2)C(OC)OC 2-amino-9-chloro-3-((6-(4-(dimethoxymethyl)piperidin-1-yl)pyridin-3-yl)oxy)-10H-chromeno[3,2-b]pyridin-10-one